1,3-hexylenedimelamine C(CC(CCC)NC1=NC(=NC(=N1)N)N)NC1=NC(=NC(=N1)N)N